FC=1C=C2C(=NNC2=CC1OCCOC)C1=CC(=NO1)C1=CC=C(C=C1)C(=O)N1CC(C1)C=1C=NC=CC1 5-Fluoro-6-(2-methoxyethoxy)-3-(3-{4-[3-(pyridin-3-yl)azetidine-1-carbonyl]phenyl}-1,2-oxazol-5-yl)-1H-indazole